FC=1C(=C2C=3N([C@H](CO2)C)C=C(C(C3C1)=O)C(=O)O)[C@H]1C3N(CCN1)CCC3 (S)-9-fluoro-2,3-dihydro-3-methyl-10-(octahydropyrrolo[1,2-a]pyrazinyl)-7-oxo-(3S)-7H-pyrido[1,2,3-de]-1,4-benzoxazine-6-carboxylic acid